(S)-5-amino-2-((4-carboxy-4-(4-(((2,4-diaminopteridin-6-yl)methyl)-amino)benzamido)butyl)carbamoyl)benzoic acid NC=1C=CC(=C(C(=O)O)C1)C(NCCC[C@H](NC(C1=CC=C(C=C1)NCC=1N=C2C(=NC(=NC2=NC1)N)N)=O)C(=O)O)=O